2,7-bishexyloxypyrene C(CCCCC)OC1=CC2=CC=C3C=C(C=C4C=CC(=C1)C2=C43)OCCCCCC